OC=1C(=C(C=NC1C(=O)NCC(=O)O)C=1C=NC=CC1)C (5-hydroxy-4-methyl-[3,3'-bipyridine]-6-carbonyl)glycine